2-(2,4-dihydroxyphenyl)-3,5,7-trihydroxychroman-4-one OC1=C(C=CC(=C1)O)C1OC2=CC(=CC(=C2C(C1O)=O)O)O